tert-Butyl-8-(6-(2-((tert-butoxycarbonyl)amino)-3-cyano-5-fluorobenzo[b]thiophen-4-yl)-3-(ethylthio)-5-fluoro-7,9-dihydrofuro[3,4-f]quinazolin-1-yl)-3,8-diazabicyclo[3.2.1]octane C(C)(C)(C)C12CNCC(CC1)N2C2=NC(=NC=1C(=C(C3=C(C21)COC3)C3=C(C=CC=2SC(=C(C23)C#N)NC(=O)OC(C)(C)C)F)F)SCC